(R)-N-(4-(3-((7-cyanoquinazolin-2-yl)amino)pyrrolidine-1-carbonyl)phenyl)acrylamide C(#N)C1=CC=C2C=NC(=NC2=C1)N[C@H]1CN(CC1)C(=O)C1=CC=C(C=C1)NC(C=C)=O